C[C@@H](CC)OS(=O)(=O)C (2S)-butan-2-ylmethylsulfonate